2-Guanidinoethyl (2S,5R)-7-oxo-6-(sulfooxy)-1,6-diazabicyclo[3.2.1]octane-2-carbimidate O=C1N([C@@H]2CC[C@H](N1C2)C(OCCNC(=N)N)=N)OS(=O)(=O)O